COC1=C(C=CC=C1C1=NN(C=N1)C)NC1=NC(N(C=C1)C)NC=1C(N(C=CC1)C)=O 4-((2-methoxy-3-(1-methyl-1H-1,2,4-triazol-3-yl)phenyl)amino)-N-methyl-2-((1-methyl-2-oxo-1,2-dihydropyridin-3-yl)amino)pyrimidine